[Cl-].C(C)(C)(C)C1=CC=C(C=C1)[I+]C1=CC=C(C=C1)C(C)(C)C bis(4-tert-butylphenyl)iodonium chloride salt